dipyrido[3,2-a:2',3'-c]phenazine-3-nitrile C1=CC(=NC2=C1C1=NC3=CC=CC=C3N=C1C1=C2N=CC=C1)C#N